sodium 3-(3-(tert-butylthio)-1-(4-(6-ethoxypyridin-3-yl)benzyl)-5-((5-methylpyridin-2-yl) methoxy)-1H-indol-2-yl)-2,2-dimethylpropanoate C(C)(C)(C)SC1=C(N(C2=CC=C(C=C12)OCC1=NC=C(C=C1)C)CC1=CC=C(C=C1)C=1C=NC(=CC1)OCC)CC(C(=O)[O-])(C)C.[Na+]